4-[4-({(1R)-1-[3-(1,1-difluoro-2-hydroxy-2-methylpropyl)-2-fluorophenyl]ethyl}amino)-2-methylpyrido[2,3-d]pyrimidin-6-yl]-3,6-dihydropyridine-1(2H)-carboxylic acid tert-butyl ester C(C)(C)(C)OC(=O)N1CCC(=CC1)C1=CC2=C(N=C(N=C2N[C@H](C)C2=C(C(=CC=C2)C(C(C)(C)O)(F)F)F)C)N=C1